CN1C(C(=NC=C1)C=1C=2N(C(=CC1)CCC(=O)O)C=CN2)=O 3-(8-(4-methyl-3-oxo-3,4-dihydropyrazin-2-yl)imidazo[1,2-a]pyridin-5-yl)propionic acid